N-(5-(5-(2-cyclohexyl-2-oxoethoxy)-2-methylpyridin-4-yl)pyrazolo[1,5-a]pyridin-2-yl)cyclopropanecarboxamide C1(CCCCC1)C(COC=1C(=CC(=NC1)C)C1=CC=2N(C=C1)N=C(C2)NC(=O)C2CC2)=O